CN1N=C(C(=C1)C=1C=NC=2CCN(CC2C1)C=1C2=C(N=CN1)SC=C2C)C 4-[3-(1,3-dimethylpyrazol-4-yl)-7,8-dihydro-5H-1,6-naphthyridin-6-yl]-5-methyl-thieno[2,3-d]pyrimidine